(Z)-2'-methylacetophenone 4,6-dimethyl-2-pyrimidylhydrazone CC1=NC(=NC(=C1)C)N\N=C(\C)/C1=C(C=CC=C1)C